7-fluoro-6-amino-4-(2-propyl)2H-1,4-benzoxazine FC1=CC2=C(N(CCO2)C(C)C)C=C1N